N-(5-((5-chloro-4-(1-methyl-1H-indol-3-yl)pyrimidin-2-yl)amino)-2-((2-(dimethylamino)ethyl)(methyl)amino)-3-fluorophenyl)acetamide ClC=1C(=NC(=NC1)NC=1C=C(C(=C(C1)NC(C)=O)N(C)CCN(C)C)F)C1=CN(C2=CC=CC=C12)C